ClC=1C=C(CNCC(=O)O)C=C(C1CC1=CC(=C(C=C1)O)C(C)C)Cl (3,5-dichloro-4-(4-hydroxy-3-isopropylbenzyl)benzyl)glycine